C(CS)CS 3-Propanedithiol